O1N=C(C=C1)NC(C[N+]1(CCCCCC1)CC(=O)NC1=C(SC=C1C)C(=O)N1CCN(CC1)C)=O 1-(2-(isoxazol-3-ylamino)-2-oxoethyl)-1-(2-((4-methyl-2-(4-methylpiperazine-1-carbonyl)thiophen-3-yl)amino)-2-oxoethyl)azepan-1-ium